NCC1=CC=C(NC2=CC=C(C=C2)C2CCCCC2)C=C1 4-(aminomethyl)-N-(4-cyclohexylphenyl)aniline